3,5-dichlorophenolate ClC=1C=C(C=C(C1)Cl)[O-]